((tetrahydro-2H-pyran-2-yl)methyl)benzamide O1C(CCCC1)CC1=C(C(=O)N)C=CC=C1